(R)-1-(5-(6-chloro-3-(1H-imidazol-1-yl)-5-methoxy-1-methyl-1H-pyrrolo[3,2-b]-pyridin-2-yl)-1H-1,2,4-triazol-3-yl)ethan-1-ol ClC=1C=C2C(=NC1OC)C(=C(N2C)C2=NC(=NN2)[C@@H](C)O)N2C=NC=C2